C(C)OC(=O)C1=CC2=C(C(N(C=C2Br)C)=O)N1S(=O)(=O)C1=CC=C(C)C=C1.ClC1(C(C1C1=CC(=CC(=C1)C(F)F)Cl)C(=O)N)Cl 2,2-dichloro-3-(3-chloro-5-(difluoromethyl)phenyl)cyclopropane-1-carboxamide ethyl-4-bromo-6-methyl-7-oxo-1-tosyl-6,7-dihydro-1H-pyrrolo[2,3-c]pyridine-2-carboxylate